methyl 1-methyl-9-oxo-9H-fluorene-3-carboxylate CC1=CC(=CC=2C3=CC=CC=C3C(C12)=O)C(=O)OC